ClC=1C=C(NC2=C(C=C(C=C2)S(=O)(=O)NC)C=2N=CN(C2)C)C=CC1 4-(3-Chloroanilino)-N-methyl-3-(1-methylimidazol-4-yl)benzenesulfonamide